(E)-N-(4-formylstyryl)formamide C(=O)C1=CC=C(/C=C/NC=O)C=C1